1,3,5-tris(1-phenyl-1H-benzimidazole-2-yl)benzene C1(=CC=CC=C1)N1C(=NC2=C1C=CC=C2)C2=CC(=CC(=C2)C2=NC1=C(N2C2=CC=CC=C2)C=CC=C1)C1=NC2=C(N1C1=CC=CC=C1)C=CC=C2